N1(CCCC1)CCCO 1-pyrrolidinepropanol